The molecule is an aryl beta-D-glucoside that is salicyl alcohol in which the phenolic hydrogen has been replaced by a beta-D-glucosyl residue. It has a role as a prodrug, an antipyretic, a non-narcotic analgesic, a non-steroidal anti-inflammatory drug, an EC 1.14.99.1 (prostaglandin-endoperoxide synthase) inhibitor and a metabolite. It is an aryl beta-D-glucoside, an aromatic primary alcohol and a member of benzyl alcohols. It derives from a salicyl alcohol. C1=CC=C(C(=C1)CO)O[C@H]2[C@@H]([C@H]([C@@H]([C@H](O2)CO)O)O)O